4-((6-bromopyridin-3-yl)sulfonyl)morpholine BrC1=CC=C(C=N1)S(=O)(=O)N1CCOCC1